ClC=1NN(C(=CC1)Cl)CCC1=C(C=C(C=C1)F)C 3,6-Dichloro-N-[2-(4-fluoro-2-methylphenyl)ethyl]pyridazin